N1CC(CNCCCC1)C1CCCCCCCC1 1,5-diaza[3,5-bicyclononane]